O1C(CCCC1)ONC(CCC)=O N-(tetrahydro-2H-pyran-2-yloxy)butanamide